(S)-3-((S)-sec-butyl)-4-(pyrimidine-5-carbonyl)-1,3,4,5-tetrahydro-2H-benzo[e][1,4]diazepin-2-one [C@H](C)(CC)[C@@H]1N(CC2=C(NC1=O)C=CC=C2)C(=O)C=2C=NC=NC2